tert-Butyl 4-((4-(4-((6-amino-2-butoxy-8-hydroxy-9H-purin-9-yl)methyl)benzoyl)piperazin-1-yl)methyl)piperidine-1-carboxylate NC1=C2N=C(N(C2=NC(=N1)OCCCC)CC1=CC=C(C(=O)N2CCN(CC2)CC2CCN(CC2)C(=O)OC(C)(C)C)C=C1)O